[C@@H]1([C@H](O)[C@H](O)[C@@H](O)[C@@H](O1)C)O[C@H]1[C@@H](O[C@H]([C@@H]([C@H]1O)O)C)O[C@@H]([C@H](C=O)O)[C@@H](O)[C@@H](O)C α-L-Rhamnopyranosyl-(1→2)-α-L-rhamnopyranosyl-(1→3)-L-rhamnose